BrC1=NC=CC(=C1)NCC=1N=C2N(C=C(C=C2N2CC(C2)(F)F)C2CC2)C1 2-bromo-N-((6-cyclopropyl-8-(3,3-difluoroazetidin-1-yl)imidazo[1,2-a]pyridin-2-yl)methyl)pyridin-4-amine